BrC=1C(NC2=CC(=NC=C2C1)Cl)=O 3-bromo-7-chloro-1,6-naphthyridin-2(1H)-one